C1(CC1)C1=NN(C(=C1)S(=O)(=O)N1C[C@@H]2[C@H](C1)CC(C2)NC2CC1(COC1)C2)C (3aR,5s,6aS)-2-((3-cyclopropyl-1-methyl-1H-pyrazol-5-yl)sulfonyl)-N-(2-oxaspiro[3.3]heptan-6-yl)octahydrocyclopenta[c]pyrrol-5-amine